C1(=CC=CC=C1)C1CCN(CC1)C=1C=C(N)C=CC1 3-(4-phenylpiperidin-1-yl)aniline